4-[2-(4-fluorobenzoyl)-2,3,4,9-tetrahydro-1H-β-carbolin-9-ylmethyl]-benzoic acid methyl ester COC(C1=CC=C(C=C1)CN1C2=CC=CC=C2C=2CCN(CC12)C(C1=CC=C(C=C1)F)=O)=O